C(CCCCCCC\C=C/CCCCCCCC)ON(CCCN1CC(CCC1)O)OCCCCCCCC\C=C/CCCCCCCC dioleyloxy-3-(3'-hydroxypiperidinyl)-propylamine